tert-Butyl 3-(3,5-dibromopyrazin-2-ylcarbamoyl)morpholine-4-carboxylate BrC=1C(=NC=C(N1)Br)NC(=O)C1N(CCOC1)C(=O)OC(C)(C)C